C1(=CC=CC2=CC=CC=C12)N1C2=CC=C(C=C2OC=2C=CC(=CC12)N)N 10-naphthylphenoxazine-2,7-diamine